N-((R)-1-cyano-3,3-dimethylbutyl)-2-methylpropane-2-sulfinamide C(#N)[C@@H](CC(C)(C)C)NS(=O)C(C)(C)C